(S)-(4-benzoyl-3-ethylpiperazin-1-yl)(7-(3,4-dimethoxyphenyl)pyrazolo[1,5-a]pyrimidin-2-yl)methanone C(C1=CC=CC=C1)(=O)N1[C@H](CN(CC1)C(=O)C1=NN2C(N=CC=C2C2=CC(=C(C=C2)OC)OC)=C1)CC